C(C)(C)(C)C=1C=C(C=C(C1)C(C)(C)C)C=1C=2C=CC(=C(C3=CC=C(N3)C(=C3C=CC(C(=C4C=CC1N4)C4=CC(=CC(=C4)C(C)(C)C)C(C)(C)C)=N3)C3=CC(=CC(=C3)C(C)(C)C)C(C)(C)C)C=3C=C(OCCO)C=CC3)N2 2-(3-[10,15,20-tris(3,5-di-tert-butylphenyl)porphyrin-5-yl]phenoxy)ethanol